Cl.ClC=1C=CC=C2C(=NN(C12)C)C(C)(C)NC(=O)[C@@H]1CN[C@@H](CO1)CO (2S,5R)-N-(2-(7-chloro-1-methyl-1H-indazol-3-yl)propan-2-yl)-5-(hydroxymethyl)morpholine-2-carboxamide hydrochloride